COC1=CC=C(C=C1)NC2=CC=CC=C2OC 2,4'-dimethoxydiphenylamine